[bis(trifluoromethanesulfonyl)amino]trichlorosilane FC(S(=O)(=O)N(S(=O)(=O)C(F)(F)F)[Si](Cl)(Cl)Cl)(F)F